[Cl-].[Cl-].C(C)(C)C=1C(C2=CC=CC(=C2C1)C1=CC=C(C=C1)C(C)CC)[Zr+2]C1C(=CC2=C(C=CC=C12)C1=CC=C(C=C1)C(C)CC)C (2-isopropyl-4-(p-sec-butyl-phenyl)indenyl)(2-methyl-4-(p-sec-butyl-phenyl)indenyl)-zirconium dichloride